BrC1=C(C(=C(S1)C)C(C)=O)O 1-(5-Bromo-4-hydroxy-2-methylthiophene-3-yl)ethan-1-one